methyl (2S)-2-[4-fluoro-2-(4-butoxy-4,5-dihydroisoxazol-3-yl)phenoxy]propanoate FC1=CC(=C(O[C@H](C(=O)OC)C)C=C1)C1=NOCC1OCCCC